NC=1N=NC(=CC1C1=CC=C(C=N1)C1CCN(CC1)C1CCC(CC1)C1=CC=CC=2N(CCOC21)[C@H]2C(NC(CC2)=O)=O)C2=C(C=CC=C2)O (3R)-3-[8-[4-[4-[6-[3-amino-6-(2-hydroxyphenyl)pyridazin-4-yl]-3-pyridyl]-1-piperidyl]cyclohexyl]-2,3-dihydro-1,4-benzoxazin-4-yl]piperidine-2,6-dione